FC1=C2CC(CC2=CC(=C1)F)NC=1C=CC(=NC1)[C@@H](C(F)(F)F)N(C(=O)C1CCS(CC1)(=O)=O)C N-((1S)-1-(5-((4,6-Difluoro-2,3-dihydro-1H-inden-2-yl)amino)pyridin-2-yl)-2,2,2-trifluoroethyl)-N-methyltetrahydro-2H-thiopyran-4-carboxamide 1,1-dioxide